(R)-(+)-N-allyl-α-methylbenzylamine C[C@H](C1=CC=CC=C1)NCC=C